(3S)-10-(3-Aminopyrrolidin-1-yl)-9-fluoro-3-methyl-7-oxo-2,3-dihydro-7H-[1,4]oxazino[2,3,4-ij]quinoline-6-carboxylic acid NC1CN(CC1)C1=C(C=C2C(C(=CN3C2=C1OC[C@@H]3C)C(=O)O)=O)F